1-(p-Tolylsulfonyl)aziridine-2-carbaldehyde C1(=CC=C(C=C1)S(=O)(=O)N1C(C1)C=O)C